FC1=C(C=C(C=C1)S(=O)(=O)N(C)CC1=CC=C(C=C1)OC)C1OCC(C(O1)(C)C)(C)C 4-fluoro-N-(4-methoxybenzyl)-N-methyl-3-(4,4,5,5-tetramethyl-1,3-dioxane-2-yl)Benzenesulfonamide